racemic-2,2-dichloro-3-(4-fluoro-3-(trifluoromethyl)phenyl)cyclopropane-1-carboxylic acid ClC1(C(C1C1=CC(=C(C=C1)F)C(F)(F)F)C(=O)O)Cl